O=C1NC2(CN(C2)C(=O)O[C@@H]2C[C@@H](C2)COCC2=C(C=C(C(=C2)F)F)F)CO1 cis-3-(((2,4,5-trifluorobenzyl)oxy)methyl)cyclobutyl 6-oxo-7-oxa-2,5-diazaspiro[3.4]octane-2-carboxylate